(2e,5z)-dodecadien-1-al C(\C=C\C=C/CCCCCCC)=O